methyl 3-((5-methyl-1-(tetrahydro-2H-pyran-2-yl)-1H-indazol-4-yl) oxy)-2-nitrobenzoate CC=1C(=C2C=NN(C2=CC1)C1OCCCC1)OC=1C(=C(C(=O)OC)C=CC1)[N+](=O)[O-]